5-[4-amino-5-(trifluoromethyl)pyrrolo[2,1-f][1,2,4]triazin-7-yl]-N-[(3R,4S)-4-fluoro-1-(4-methylpentanoyl)pyrrolidin-3-yl]-2-methoxypyridine-3-carboxamide NC1=NC=NN2C1=C(C=C2C=2C=C(C(=NC2)OC)C(=O)N[C@@H]2CN(C[C@@H]2F)C(CCC(C)C)=O)C(F)(F)F